(3R)-3-[(1S)-1-[[3-[(3-bromophenoxy)methyl]phenyl]methyl]-2-tert-butoxy-2-oxoethyl]pyrrolidine-1-carboxylic acid tert-butyl ester C(C)(C)(C)OC(=O)N1C[C@H](CC1)[C@@H](C(=O)OC(C)(C)C)CC1=CC(=CC=C1)COC1=CC(=CC=C1)Br